4-bromo-3-fluoro-5-nitrobenzonitrile BrC1=C(C=C(C#N)C=C1[N+](=O)[O-])F